C(#N)C=1C=C(C=CC1F)C1=CN(C2=CC(=CC=C12)NC(C1=CC(=C(C=C1)C)C#CC1=CN=C2N1N=CC=C2)=O)C N-(3-(3-Cyano-4-fluorophenyl)-1-methyl-1H-indol-6-yl)-3-(imidazo[1,2-b]pyridazin-3-ylethynyl)-4-methylbenzamide